(7S)-N-{[5-(Ethylsulfonyl)-2-pyridinyl]methyl}-7-isopropyl-6-{[trans-4-(trifluoromethyl)cyclohexyl]methyl}-6,7-dihydro-5H-pyrrolo[3,4-b]pyridine-3-carboxamide C(C)S(=O)(=O)C=1C=CC(=NC1)CNC(=O)C=1C=C2C(=NC1)[C@@H](N(C2)C[C@@H]2CC[C@H](CC2)C(F)(F)F)C(C)C